COC1=CC=C(CNO)C=C1 N-(4-methoxybenzyl)hydroxylamine